7-(8-ethyl-7-fluoro-3-hydroxynaphthalen-1-yl)-8-fluoro-2-(((2S,7aR)-2-hydroxyhexahydro-1H-pyrrolizin-7a-yl)methoxy)pyrido[4,3-d]pyrimidin C(C)C=1C(=CC=C2C=C(C=C(C12)C1=C(C=2N=C(N=CC2C=N1)OC[C@@]12CCCN2C[C@H](C1)O)F)O)F